(2S)-3-(2-fluorophenyl)-2-[(5-Methoxy-1-benzofuran-2-carbonyl)amino]propionic acid FC1=C(C=CC=C1)C[C@@H](C(=O)O)NC(=O)C=1OC2=C(C1)C=C(C=C2)OC